4-((5-Chloro-1-(3-fluorobenzyl)-1H-indol-3-yl)(hydroxy)methyl)-3-methylenedihydrofuran-2(3H)-one ClC=1C=C2C(=CN(C2=CC1)CC1=CC(=CC=C1)F)C(C1C(C(OC1)=O)=C)O